BrC1=CC=C(C=C1)N(C(CC(=O)O)=O)C 3-((4-bromophenyl)(methyl)amino)-3-oxopropanoic acid